ClC1=NC(=CC(=C1)C1=C(C=C(C#N)C=C1)C1=NN=C(N1C)S)Cl 4-(2,6-dichloropyridin-4-yl)-3-(4-methyl-5-sulfanyl-1,2,4-triazol-3-yl)benzonitrile